ClC1=C(C=CC(=C1)Cl)C=1CCCC2=C(C1C1=CC=C(C=C1)O[C@@H]1CN(CC1)CCCF)C=CC(=C2)C(=S)NNC(=O)OC(C)(C)C tert-butyl (S)-2-(8-(2,4-dichlorophenyl)-9-(4-((1-(3-fluoropropyl)pyrrolidin-3-yl)oxy)phenyl)-6,7-dihydro-5H-benzo[7]annulene-3-carbonothioyl)hydrazinecarboxylate